FC(C1=C(C=2[C@@](C3=C(NC2N=C1)CC(CC3=O)(C)C)(C)C3=CC(=CC=C3)OC(C)C)C#N)F (R)-3-(difluoromethyl)-5-(3-isopropoxyphenyl)-5,8,8-trimethyl-6-oxo-5,6,7,8,9,10-hexahydrobenzo[b][1,8]naphthyridine-4-carbonitrile